C(C)(C)(C)NCCNC(C)(C)C N,N'-ditert-butylethylenediamine